C([C@@]1(O)C[C@@H](O)[C@@H](O)[C@H](O1)[C@H](O)CO)(=O)O 3-deoxy-α-d-manno-oct-2-ulosonic acid